i-hexadecenylsuccinic anhydride C(=CCCCCCCCCCCCC(C)C)C1C(=O)OC(C1)=O